BrC1=CC2=C(N(C1=O)C1=CC=C(C=C1)OC(F)F)N=C(S2)OCC(F)F 6-bromo-2-(2,2-difluoroethoxy)-4-(4-(difluoromethoxy)phenyl)thiazolo[4,5-b]pyridin-5(4H)-one